COC1=C(C(=CC(=C1)C1=CN(C(C2=CN=CC=C12)=O)C)OC)CN1[C@@H](CC1)C(=O)O (2S)-1-[[2,6-dimethoxy-4-(2-methyl-1-oxo-1,2-dihydro-2,7-naphthyridin-4-yl)phenyl]methyl]azetidine-2-carboxylic acid